C[C@@H]1N(CC1)C=1N=C(C2=C(N1)[C@H]1[C@@H](C2)C1)C1=CC=CC=C1 (5aR,6aR)-2-((S)-2-methylazetidin-1-yl)-4-phenyl-5,5a,6,6a-tetrahydrocyclopropa[4,5]cyclopenta[1,2-d]pyrimidine